1-phenyl-5-(trifluoromethyl)-1H-imidazole-4-carboxylic acid C1(=CC=CC=C1)N1C=NC(=C1C(F)(F)F)C(=O)O